amino-1-(ethoxymethyl)-1H-indole-2-carboxylic acid ethyl ester C(C)OC(=O)C=1N(C2=CC=CC=C2C1N)COCC